1,1'-(1,3-phenylenedi(propane-3,1-diyl))bis(1-ethylpyrrolidin-1-ium) hydroxide [OH-].C1(=CC(=CC=C1)CCC[N+]1(CCCC1)CC)CCC[N+]1(CCCC1)CC.[OH-]